COC1=C(C=C(C=C1)OC)NC(=O)N1C(C[C@](C1)(C=1SC=CN1)C1=CC(=C(C=C1)C)F)C (4S)-N-(2,5-dimethoxyphenyl)-4-(3-fluoro-4-methylphenyl)-2-methyl-4-(thiazol-2-yl)pyrrolidine-1-carboxamide